CC1=C(C2=C(N=CN=C2NC2(CC2)C)O1)C(=O)C=1N=C(C2=C(N1)CNCC2)C#N (6-methyl-4-((1-methylcyclopropyl)amino)furo[2,3-d]pyrimidine-5-carbonyl)-5,6,7,8-tetrahydropyrido[3,4-d]pyrimidine-4-carbonitrile